S(=O)(=O)(OC1OCC2OC(OC21)CCCCCCCCCCC)OC.[Na] Sodium (2-undecyltetrahydrofuro[3,4-d][1,3]dioxol-4-yl) Methyl Sulfate